((S)-chroman-4-yl)-7-fluoro-8-(2,3,5-trifluorophenyl)quinoline-3-carboxamide O1CC[C@@H](C2=CC=CC=C12)C1=NC2=C(C(=CC=C2C=C1C(=O)N)F)C1=C(C(=CC(=C1)F)F)F